(4-((2-aminothiazol-5-yl)oxy)-3-fluorophenyl)-4-(2,6-difluorobenzyl)-2,4-dihydro-3H-1,2,4-triazol-3-one NC=1SC(=CN1)OC1=C(C=C(C=C1)N1N=CN(C1=O)CC1=C(C=CC=C1F)F)F